sodium bromoanisate BrC1=C(C(=O)[O-])C=CC(=C1)OC.[Na+]